1-(4-Benzyl-3,4-dihydroquinoxalin-1(2H)-yl)-3,3-dimethylbutan-1-one C(C1=CC=CC=C1)N1CCN(C2=CC=CC=C12)C(CC(C)(C)C)=O